C(#N)CC1(CCN(CC1)CC1=CC=C(C=C1)N1N=C(C=C1)C(F)(F)F)N1N=C(C(=C1)C(=O)N)NC(=O)C1CC1 1-[4-(cyanomethyl)-1-[[4-[3-(trifluoromethyl)pyrazol-1-yl]phenyl]methyl]-4-piperidyl]-3-(cyclopropanecarbonylamino)pyrazole-4-carboxamide